ClC1=CC=C(C=C1)C1(COCC1)C(N)=S 3-(4-chlorophenyl)tetrahydrofuran-3-thiocarboxamide